BrC1=CC=C(C=C1)S(=O)(=O)C1CCCCC1 1-Bromo-4-(cyclohexane-sulfonyl)benzene